COC(/C(=N/OC)/C1=C(C=CC=C1)C(Br)Br)=O (E)-2-(2-dibromomethylphenyl)-2-methoxyiminoacetic acid methyl ester